2-(((1R)-1-(2-cyano-7-methyl-3-(3-methyl-4-oxo-3,9-diazabicyclo-[4.2.1]nonan-9-yl)quinoxalin-5-yl)-ethyl)amino)benzoic acid C(#N)C1=NC2=CC(=CC(=C2N=C1N1C2CN(C(CC1CC2)=O)C)[C@@H](C)NC2=C(C(=O)O)C=CC=C2)C